N(CCN(CC(=O)O)CC1=CC=CC(=N1)C(=O)O)CCN(CC(=O)O)CC1=CC=CC(=N1)C(=O)O 6,6'-(((azanediylbis(ethane-2,1-diyl))bis((carboxymethyl)azanediyl))bis(methylene))dipicolinic acid